C(C)OC1=C(OC=2C=C(C=NC2)C2=CN=CC(=N2)NC2=CC=CC(=N2)C=2C=C(C=CC2)CC(C(=O)O)(C)C)C=CC=C1 3-(3-(6-((6-(5-(2-ethoxyphenoxy)pyridin-3-yl)pyrazin-2-yl)amino)pyridin-2-yl)phenyl)-2,2-dimethylpropanoic acid